CC1=C(C#N)C=CC(=C1)C1CCN(CC1)C(C1=CC(=C(C=C1)C)C1=NC2=C(N1)COCC2)=O Methyl-4-(1-(4-methyl-3-(3,4,6,7-tetrahydropyrano[3,4-d]imidazol-2-yl)benzoyl)piperidin-4-yl)benzonitrile